C(C)(C)(C)N1N=C(C=C1N)C 1-(tert-butyl)-3-methyl-1H-pyrazol-5-amine